C1(CCC1)OC=1C=CC(=NC1)N1CC(C1)OC=1C=C(C=CC1OC)[C@H]1[C@](CN(C1)C([C@H](CO)O)=O)(C)[C@@H](C)O (S)-1-((3S,4S)-4-(3-((1-(5-Cyclobutoxypyridin-2-yl)azetidin-3-yl)oxy)-4-methoxyphenyl)-3-((R)-1-hydroxyethyl)-3-methylpyrrolidin-1-yl)-2,3-dihydroxypropan-1-one